(2e)-tetradecenoic acid ethyl ester C(C)OC(\C=C\CCCCCCCCCCC)=O